COC1=C(C(=CC(=C1)OC)OC)C1=CC=CC=C1 2,4,6-trimethoxybiphenyl